2-((1-(tert-butylsulfonyl)-5-(2-cyclopropylphenyl)pyrrolidin-3-yl)oxy)-N,N-dimethylacetamide C(C)(C)(C)S(=O)(=O)N1CC(CC1C1=C(C=CC=C1)C1CC1)OCC(=O)N(C)C